5-[(3S,5R)-3-methyl-5-[[4-(4-methylpiperazin-1-yl)phenyl]methylamino]-1-piperidinyl]quinoline-8-carbonitrile C[C@@H]1CN(C[C@@H](C1)NCC1=CC=C(C=C1)N1CCN(CC1)C)C1=C2C=CC=NC2=C(C=C1)C#N